C(C)OC(CCC=1C(=NC=CC1OC)C(=O)O)=O (3-ethoxy-3-oxopropyl)-4-methoxypyridine-2-carboxylic acid